CC=1C(=NC=C(C1)C1N(C)CCC1)C1=C(C=CC=C1Cl)Cl methyl-2,6-dichlorophenyl-nicotine